[(4S)-1-[1-[5-[[(1R,2R)-2-hydroxyindan-1-yl]carbamoyl]pyridin-1-ium-3-yl]-3-methoxy-propyl]-4-isopropyl-4-methyl-6-oxo-hexahydropyrimidin-2-ylidene]ammonium O[C@H]1[C@@H](C2=CC=CC=C2C1)NC(=O)C=1C=C(C=[NH+]C1)C(CCOC)N1C(N[C@](CC1=O)(C)C(C)C)=[NH2+]